(S,E)-N-(4-((4-([1,2,4]triazolo[1,5-a]pyridin-7-yloxy)-2-methoxy-5-methylphenyl)amino)-7-methoxyquinazolin-6-yl)-2-fluoro-3-(1-methylpyrrolidin-2-yl)acrylamide N=1C=NN2C1C=C(C=C2)OC2=CC(=C(C=C2C)NC2=NC=NC1=CC(=C(C=C21)NC(/C(=C\[C@H]2N(CCC2)C)/F)=O)OC)OC